FC(C(=O)O)(F)F.N1CC(C1)C1=CC=C(C=C1)C1=CN=NN1CC(C)(C)C 5-[4-(azetidin-3-yl)phenyl]-1-(2,2-dimethylpropyl)triazole trifluoroacetic acid salt